tert-butyl 5-((1-((benzyloxy)carbonyl)piperidin-4-yl)oxy)-1,6-dimethyl-3,4-dihydroisoquinoline-2(1H)-carboxylate C(C1=CC=CC=C1)OC(=O)N1CCC(CC1)OC1=C2CCN(C(C2=CC=C1C)C)C(=O)OC(C)(C)C